ClC1=CC=C(C=N1)CN1N=C2N([C@@H](CCC2=O)C(=O)N2CC(CC2)(F)F)C1=O (5S)-2-[(6-Chloropyridin-3-yl)methyl]-5-[(3,3-difluoropyrrolidin-1-yl)carbonyl]-6,7-dihydro[1,2,4]triazolo[4,3-a]pyridine-3,8(2H,5H)-dione